C(C)(C)(C)OC(NC1=NC(=C(C=C1)F)COCCC1=CC(=C(C(=C1)[N+](=O)[O-])OC)C1=NN(C=C1)C)=O tert-Butyl(5-fluoro-6-((4-methoxy-3-(1-methyl-1H-pyrazol-3-yl)-5-nitrophenethoxy)methyl)pyridine-2-yl)carbamate